CC=1C=C(C=CC1CC1=CC(=CC=C1)C(F)(F)F)C1=C(NN=N1)C#N 5-[3-methyl-4-(3-trifluoromethyl-benzyl)-phenyl]-3H-[1,2,3]triazole-4-carbonitrile